4-(5-Ethylpyridin-3-yl)piperidine-1-carboxylic acid tert-butyl ester C(C)(C)(C)OC(=O)N1CCC(CC1)C=1C=NC=C(C1)CC